NC1=NN(C=C1CNC1CCN(CC1)C1=C(C=CC=C1C)F)COCC[Si](C)(C)C [3-Amino-1-(2-trimethylsilanyl-ethoxymethyl)-1H-pyrazol-4-ylmethyl]-[1-(2-fluoro-6-methyl-phenyl)-piperidin-4-yl]-amine